C(#N)C=1C=2CCCC2C(=C2CCCC12)NC(=O)N=[S@](=O)(N)C1=CN=C(S1)C(C)(C)O (R)-N'-(8-cyano-1,2,3,5,6,7-hexahydro-s-indacen-4-ylcarbamoyl)-2-(2-hydroxypropan-2-yl)thiazole-5-sulfonimidamide